(S)-N-((S)-(4-(tert-butyl)thiazol-2-yl)(4-chlorophenyl)methyl)-2-oxooxazolidine-5-carboxamide C(C)(C)(C)C=1N=C(SC1)[C@@H](NC(=O)[C@@H]1CNC(O1)=O)C1=CC=C(C=C1)Cl